methylphenyl orthoacetate C(C)(OC1=C(C=CC=C1)C)([O-])[O-]